ClC1=CC=C2C(=C(C=NC2=C1)C(=O)NCC=1C=C2CN(C(C2=CC1)=O)C1C(NC(CC1)=O)=O)O 7-chloro-N-((2-(2,6-dioxopiperidin-3-yl)-1-oxoisoindolin-5-yl)methyl)-4-hydroxyquinoline-3-carboxamide